1-(((4-((1H-indol-5-yl)oxy)-6-methoxyquinolin-7-yl)oxy)methyl)cyclopropylamine N1C=CC2=CC(=CC=C12)OC1=CC=NC2=CC(=C(C=C12)OC)OCC1(CC1)N